Racemic-3-(isoquinolin-4-yl)-1-(1-methyl-2-oxo-6-(trifluoromethyl)-1,2-dihydropyridin-3-yl)-2-oxoimidazolidine-4-carbonitrile C1=NC=C(C2=CC=CC=C12)N1C(N(C[C@@H]1C#N)C=1C(N(C(=CC1)C(F)(F)F)C)=O)=O |r|